FC=1C=C2CCCC(C2=C(C1)O)=O 6-fluoro-8-hydroxy-3,4-dihydro-2H-naphthalen-1-one